The molecule is a phenolate anion obtained by deprotonation of the 4'-hydroxy group of licodione. It is the major microspecies at pH 7.3 (according to Marvin v 6.2.0.). It is a conjugate base of a licodione. C1=CC(=CC=C1C(=O)CC(=O)C2=C(C=C(C=C2)O)O)[O-]